(R)-1-(1H-imidazol-1-yl)-5-(1,2-dithiolan-3-yl)pentane N1(C=NC=C1)CCCCC[C@H]1SSCC1